(R)-2-(4-((4-oxaspiro[2.4]heptan-6-yl)amino)pyrido[3,4-d]pyridazin-1-yl)-5-(trifluoromethyl)phenol C1CC12OC[C@@H](C2)NC=2N=NC(=C1C2C=NC=C1)C1=C(C=C(C=C1)C(F)(F)F)O